(S)-5-chloro-N4-(2-(5-methyloxazol-2-yl)phenyl)-N2-(7-(pyrrolidin-1-yl)-6,7,8,9-tetrahydro-5H-benzo[7]annulen-2-yl)pyrimidine-2,4-diamine ClC=1C(=NC(=NC1)NC=1C=CC2=C(CC[C@H](CC2)N2CCCC2)C1)NC1=C(C=CC=C1)C=1OC(=CN1)C